(1R,2R,3R)-N-[7-chloro-6-[4-((3S,4S)-4-hydroxy-3-methyl-tetrahydrofuran-3-yl)piperazin-1-yl]-3-isoquinolinyl]-2,2-dimethyl-3-tetrahydropyran-2-yl-cyclopropanecarboxamide ClC1=C(C=C2C=C(N=CC2=C1)NC(=O)[C@H]1C([C@@H]1[C@@H]1OCCCC1)(C)C)N1CCN(CC1)[C@]1(COC[C@H]1O)C